(E)-6-(6-(difluoromethoxy)pyridin-3-yl)-N'-((2-hydroxy-5-methoxypyridin-3-yl)methylene)pyrazine-2-carbohydrazide FC(OC1=CC=C(C=N1)C1=CN=CC(=N1)C(=O)N/N=C/C=1C(=NC=C(C1)OC)O)F